C(#N)C1=NC=CC(=C1)COC1=C(C=2C(=NON2)C(=C1)OCC1=C(C(=CC=C1)C1=CC2=C(OCCO2)C=C1)C)CN[C@H](CO)C(=O)O N-((5-((2-cyanopyridin-4-yl)methoxy)-7-((3-(2,3-dihydrobenzo[b][1,4]dioxin-6-yl)-2-methylbenzyl)oxy)benzo[c][1,2,5]oxadiazol-4-yl)methyl)-D-serine